C1=CC=CC=2C3=CC=CC=C3C(C12)COC(=O)N1[C@@H](C[C@H](C1)O)C(=O)O (2S,4R)-1-(9H-fluoren-9-ylmethoxycarbonyl)-4-hydroxypyrrolidine-2-carboxylic acid